C[SiH2]OC Methyl-methoxysilane